O=C[C@H](C[C@H]1C(NC2(CC2)C1)=O)NC(OC(C)(C)C)=O |o1:4| tert-butyl N-[(2S)-1-oxo-3-[(6R*)-5-oxo-4-azaspiro[2.4]heptan-6-yl]propan-2-yl]carbamate